4-(3-((((1S,3S)-3-aminocyclohexyl)methyl)amino)-1-(3-(4-methylpiperazin-1-yl)phenyl)-1H-pyrazol-5-yl)-2-fluorobenzonitrile N[C@@H]1C[C@H](CCC1)CNC1=NN(C(=C1)C1=CC(=C(C#N)C=C1)F)C1=CC(=CC=C1)N1CCN(CC1)C